hexamethylenebis(3-(3,5-di-t-butyl-4-hydroxyphenyl)propionamide) C(C)(C)(C)C=1C=C(C=C(C1O)C(C)(C)C)CC(C(=O)N)CCCCCCC(C(=O)N)CC1=CC(=C(C(=C1)C(C)(C)C)O)C(C)(C)C